Methyl trans-2-{[3-(4-cyclobutoxy-2-methoxypyridin-3-yl)-1-{[2-(trimethylsilyl)ethoxy]methyl}pyrrolo[2,3-b]pyridin-6-yl]carbamoyl}cyclopropane-1-carboxylate C1(CCC1)OC1=C(C(=NC=C1)OC)C1=CN(C2=NC(=CC=C21)NC(=O)[C@H]2[C@@H](C2)C(=O)OC)COCC[Si](C)(C)C